C(C)(C)C1=C(C=CC=C1)[C@H]1N(CCN(C1)CC1=CC=C(C=C1)OC)C1CC2(CN(C2)C2=CC=C(C(=O)N)C=C2)C1 4-(6-((R)-2-(2-isopropylphenyl)-4-(4-methoxybenzyl)piperazin-1-yl)-2-azaspiro[3.3]heptan-2-yl)benzamide